N1C(C=CC2=CC=CC=C12)=O quinoline-on